N(N)C1=CC=C(C=N1)C1=NC=CC=C1 6'-hydrazineyl-2,3'-bipyridine